N[C@H](C(=O)N1[C@@H]([C@H]2C([C@H]2C1)(C)C)C(=O)N[C@@H](C[C@H]1C(NCC1)=O)C#N)C(C)(C)C (1R,2S,5S)-3-((S)-2-amino-3,3-dimethylbutanoyl)-N-((S)-1-cyano-2-((S)-2-oxopyrrolidin-3-yl)ethyl)-6,6-dimethyl-3-azabicyclo[3.1.0]hexane-2-carboxamide